((3R,4R)-4-(((6-(cyclopropyl((6-(1,1-difluoroethyl)pyridin-3-yl)methyl)amino)-5-fluoropyrimidin-4-yl)amino)methyl)-3-hydroxypiperidin-1-yl)acetamide C1(CC1)N(C1=C(C(=NC=N1)NC[C@@H]1[C@H](CN(CC1)CC(=O)N)O)F)CC=1C=NC(=CC1)C(C)(F)F